1,3-propanediaminium dichloride [Cl-].[Cl-].C(CC[NH3+])[NH3+]